O1C(C=CC=C1)=O r-pyrone